2-(2,3-dimethyl-6H-indolo[2,3-b]quinoxalin-6-yl)-N,N-dimethylethanamine CC=1C=C2N=C3C(=NC2=CC1C)N(C=1C=CC=CC13)CCN(C)C